7,8-difluoro-6-(5-fluoropyridin-2-yl)-2-[(4S)-4-[[6-oxo-5-(trifluoromethyl)-1H-pyridazin-4-yl]amino]pentyl]isoquinolin-1-one FC1=C(C=C2C=CN(C(C2=C1F)=O)CCC[C@H](C)NC=1C=NNC(C1C(F)(F)F)=O)C1=NC=C(C=C1)F